O=C1NC(CCC1N1C(C2=CC=C(C=C2C1=O)OCCOC1=CN=NC(=C1)N1CCC(CC1)OC1CC(C1)OC1=NC=C(C=C1)C=1C=CC=2C3=C(N(C2C1)C)C=CN=C3)=O)=O 2-(2,6-dioxopiperidin-3-yl)-5-(2-((6-(4-((1r,3r)-3-((5-(5-methyl-5H-pyrido[4,3-b]indol-7-yl)pyridin-2-yl)oxy)cyclobutoxy)piperidin-1-yl)pyridazin-4-yl)oxy)ethoxy)isoindoline-1,3-dione